3-(3-(1H-indol-6-yl)pyridin-4-yl)acrylic acid N1C=CC2=CC=C(C=C12)C=1C=NC=CC1C=CC(=O)O